5-((5-methyl-3-nitro-1H-pyrazol-1-yl)methyl)picolinate CC1=CC(=NN1CC=1C=CC(=NC1)C(=O)[O-])[N+](=O)[O-]